(2S,4R)-1-((S)-2-acetamido-3,3-dimethylbutanoyl)-4-hydroxy-N-(2-hydroxy-4-(4-methylthiazol-5-yl)benzyl)pyrrolidine-2-carboxamide C(C)(=O)N[C@H](C(=O)N1[C@@H](C[C@H](C1)O)C(=O)NCC1=C(C=C(C=C1)C1=C(N=CS1)C)O)C(C)(C)C